(S)-6-acetyl-2-((6-(((tert-butyldimethylsilyl)oxy)methyl)-5,6,7,8-tetrahydroquinolin-2-yl)amino)-8-cyclopentyl-5-methylpyrido[2,3-d]pyrimidin-7(8H)-one C(C)(=O)C1=C(C2=C(N=C(N=C2)NC2=NC=3CC[C@@H](CC3C=C2)CO[Si](C)(C)C(C)(C)C)N(C1=O)C1CCCC1)C